[C].[O].[Si].[Fe] iron-silicon oxygen carbon